galactosyl-(1-3)-galactose C1([C@H](O)[C@@H](O)[C@@H](O)[C@H](O1)CO)O[C@H]([C@H](C=O)O)[C@@H](O)[C@H](O)CO